N-(2-((S)-1-(3,4-difluorophenyl)-6-oxopiperidine-2-yl)-1-((trans)-4-methoxycyclohexyl)-1H-benzo[d]imidazole-5-yl)trifluoromethylsulfonamide FC=1C=C(C=CC1F)N1[C@@H](CCCC1=O)C1=NC2=C(N1[C@@H]1CC[C@H](CC1)OC)C=CC(=C2)NS(=O)(=O)C(F)(F)F